FC1=CC=C(CN2C=3N(C4=C(C2=O)CN(CC4)CC4=CC=CC=C4)CCCN3)C=C1 6-(4-Fluorobenzyl)-3-benzyl-1,2,3,4,6,8,9,10-octahydro-5H-pyrido[3,4-e]pyrimido[1,2-a]pyrimidin-5-one